4-{[6-(2-chlorophenyl)-5-oxo-5,6-dihydroimidazo[1,2-a]pyrimido[5,4-e]pyrimidin-2-yl]amino}-N,N-diethylbenzenesulfonamide ClC1=C(C=CC=C1)N1C=2N(C3=C(C1=O)C=NC(=N3)NC3=CC=C(C=C3)S(=O)(=O)N(CC)CC)C=CN2